O1CCN(CC1)C1=CC=2N(C(=N1)OC1CCC(CC1)NC1=NC=CC=C1O)N=CN2 2-[[4-[(7-morpholino-[1,2,4]triazolo[1,5-c]pyrimidin-5-yl)oxy]cyclohexyl]amino]pyridin-3-ol